C(C1CC(C(CC1)N)CCCCC)C1CC(C(CC1)N)CCCCC 4,4'-methylenebis(2-(n-pentyl)cyclohexylamine)